(5-amino-3-chloro-2-(trifluoromethyl)phenyl)boronic acid NC=1C=C(C(=C(C1)B(O)O)C(F)(F)F)Cl